penta(trifluoropropyl)pentamethyl-cyclopentasiloxane FC(CC[Si]1(O[Si](O[Si](O[Si](O[Si](O1)(C)CCC(F)(F)F)(C)CCC(F)(F)F)(C)CCC(F)(F)F)(C)CCC(F)(F)F)C)(F)F